N,2,3-trimethyl-2-isopropyl-butaneamide CNC(C(C(C)C)(C(C)C)C)=O